(2-amino-3-(3-(4-(((2,5-difluorophenyl)amino)methyl)benzyl) isoxazol-5-yl)pyridin-ium-1-yl)methyl hydrogen phosphate P(=O)(OC[N+]1=C(C(=CC=C1)C1=CC(=NO1)CC1=CC=C(C=C1)CNC1=C(C=CC(=C1)F)F)N)(O)[O-]